tert-Butyl (3-(piperidin-4-ylcarbamoyl)oxetan-3-yl)carbamate N1CCC(CC1)NC(=O)C1(COC1)NC(OC(C)(C)C)=O